N-(4-(4-amino-2-ethyl-1H-imidazo[4,5-c]quinolin-1-yl)butyl)-4-(dimethylamino)benzamide sodium chloride [Cl-].[Na+].NC1=NC=2C=CC=CC2C2=C1N=C(N2CCCCNC(C2=CC=C(C=C2)N(C)C)=O)CC